3-(pyridin-4-yl)-6-((4,7,7-trimethyl-3-carbonylbicyclo[2.2.1]hept-2-ylidene)methyl)-2H-benzopyran-2-one N1=CC=C(C=C1)C=1C(OC2=C(C1)C=C(C=C2)C=C2C1CCC(C2=C=O)(C1(C)C)C)=O